citrullinate N[C@@H](CCCNC(=O)N)C(=O)[O-]